((6-chloro-2,3-dihydrobenzofuran-5-yl)amino)-9-(4,4-difluorocyclohexyl)-7-methyl-7,9-dihydro-8H-purin-8-one ClC1=CC2=C(CCO2)C=C1NC1=NC=C2N(C(N(C2=N1)C1CCC(CC1)(F)F)=O)C